COC(=O)C1=C(C=C2C(C(N(C2=C1)C)=O)(F)F)N 5-amino-3,3-difluoro-1-methyl-2-oxoindoline-6-carboxylic acid methyl ester